6-[5-[2-[(4-methyl-6,7-dihydro-5H-cyclopenta[d]pyrimidin-6-yl)methylamino]ethyl]-2-oxo-1,3-oxazolidin-3-yl]-4H-pyrido[3,2-b][1,4]oxazin-3-one CC=1C2=C(N=CN1)CC(C2)CNCCC2CN(C(O2)=O)C=2C=CC=1OCC(NC1N2)=O